COC1=CC=C(CN2C(N(C=CC2=O)C2=NN(C3=CC(=CC=C23)N[C@H]2[C@@H](CN(CC2)C(=O)OC(C)(C)C)C)C)=O)C=C1 tert-butyl (3R,4R)-4-((3-(3-(4-methoxybenzyl)-2,4-dioxo-3,4-dihydropyrimidin-1(2H)-yl)-1-methyl-1H-indazol-6-yl)amino)-3-methylpiperidine-1-carboxylate